C(C)(C)(C)NC(=O)C=1N(C(=CC1)C(C1=C(C=CC=C1)F)=O)C N-(tert-butyl)-5-(2-fluorobenzoyl)-1-methyl-1H-pyrrole-2-carboxamide